FC1(CC(C1)N1C[C@@H](CCC1)NC=1C(N(C(=NN1)C=1C(=C2CCC(C2=CC1)=C(F)F)O)C)=O)F (R)-6-((1-(3,3-difluorocyclobutyl)piperidin-3-yl)amino)-3-(1-(difluoromethylene)-4-hydroxy-2,3-dihydro-1H-inden-5-yl)-4-methyl-1,2,4-triazin-5(4H)-one